ClC=1C=CC2=C(CNC[C@H](O2)CC)C1 (R)-7-Chloro-2-ethyl-2,3,4,5-tetrahydrobenzo[f][1,4]oxazepine